7-((5-((3R,4S)-4-fluoro-3-hydroxypiperidin-1-yl)pyridin-2-yl)amino)-4-(8-fluoroimidazo[1,2-a]pyridin-3-yl)-2,3-dihydro-1H-pyrrolo[3,4-c]pyridin-1-one F[C@@H]1[C@@H](CN(CC1)C=1C=CC(=NC1)NC=1C2=C(C(=NC1)C1=CN=C3N1C=CC=C3F)CNC2=O)O